C1(=CC=CC=C1)[C@@H](C)NC(=O)C1=NC=2C(=NC3=C(C2)C(=NN3)C3=CC=NC=C3)N1 (R)-N-(1-phenylethyl)-3-(pyridin-4-yl)-1,7-dihydroimidazo[4,5-b]pyrazolo[4,3-e]pyridine-6-carboxamide